benzyl (S)-2-((tert-butoxycarbonyl)amino)-3-(3-nitrophenyl)propanoate C(C)(C)(C)OC(=O)N[C@H](C(=O)OCC1=CC=CC=C1)CC1=CC(=CC=C1)[N+](=O)[O-]